4,4'-(propane-2,2-diyl)dianiline CC(C)(C1=CC=C(N)C=C1)C1=CC=C(N)C=C1